N-(2,6-dichloro-4'-(methylsulfonyl)-[1,1'-biphenyl]-4-yl)-2-(4-(2-hydroxyethylsulfonyl)phenyl)acetamide ClC1=C(C(=CC(=C1)NC(CC1=CC=C(C=C1)S(=O)(=O)CCO)=O)Cl)C1=CC=C(C=C1)S(=O)(=O)C